N-((6-methoxy-1-methyl-1H-benzimidazol-7-yl)methyl)-5-methylthiophene-3-carboxamide COC=1C=CC2=C(N(C=N2)C)C1CNC(=O)C1=CSC(=C1)C